(E)-3-(2,2-difluorobenzo[d][1,3]dioxol-5-yl)-1-(4-(6-(2-hydroxypropan-2-yl)-5-methoxypicolinoyl)piperazin-1-yl)prop-2-en-1-one FC1(OC2=C(O1)C=CC(=C2)/C=C/C(=O)N2CCN(CC2)C(C2=NC(=C(C=C2)OC)C(C)(C)O)=O)F